N1=CN=C2NC=NC2=C1N1CCSC(=C1)C=1C=NN(C1)CC(=O)O 2-(4-(4-(9H-purin-6-yl)-3,4-dihydro-2H-1,4-thiazin-6-yl)-1H-pyrazol-1-yl)acetic acid